1,4-diamino-2,5-dimethylbenzene NC1=C(C=C(C(=C1)C)N)C